FC1(C(C1)CC=1C=C(C(=C(C1)N1C[C@@H](N(CC1)CC1=NOC(=N1)C)C)C1=NNN=N1)F)F (2S)-4-(5-((2,2-difluorocyclopropyl)methyl)-3-fluoro-2-(3H-1,2,3,4-tetrazol-5-yl)phenyl)-2-methyl-1-((5-methyl-1,2,4-oxadiazol-3-yl)methyl)piperazine